C([C@@H]1[C@H]([C@@H]([C@H]([C@H](O1)O)O)O)O)O.O α-D(+)-Glucose monohydrate